3,3-difluorocyclobutan-1-carboxamide FC1(CC(C1)C(=O)N)F